tert-butyl (4aS,5R,8S)-1-oxooctahydro-1H-5,8-epimino[1,3]oxazino[3,4-a]azepine-11-carboxylate O=C1OCC[C@@H]2N1C[C@@H]1CC[C@H]2N1C(=O)OC(C)(C)C